[C@H]12CN(C[C@H](CC1)N2)C=2C1=C(N=C(N2)OC[C@]23CCCN3C[C@@H](C2)F)C(=C(N=C1)C1=C(C=CC2=C(C=CC=C12)C#C)O)F 4-((1R,5S)-3,8-diazabicyclo[3.2.1]octan-3-yl)-8-fluoro-2-(((2R,7aS)-2-fluorohexahydro-1H-pyrrolizin-7a-yl)methoxy)pyrido[4,3-d]pyrimidin-7-yl-5-ethynylnaphthalen-2-ol